anthracene-diamide C=1(C(=CC=C2C=C3C=CC=CC3=CC12)C(=O)N)C(=O)N